1H-Benzotriazol-1-methanamin N1(N=NC2=C1C=CC=C2)CN